OC1=CC=C(C=C1C(C)(C)C)C(C(=O)O)C 4-hydroxy-5-tertiary butyl-phenylpropionic acid